L-Phenylalanine 2-ethylbutyl ester hydrochloride Cl.C(C)C(COC([C@@H](N)CC1=CC=CC=C1)=O)CC